2-((((CIS)-4-isopropylcyclohexyl)oxy)methyl)-3-(1-(tetrahydro-2H-pyran-2-yl)-1H-1,2,4-triazol-3-yl)piperidine C(C)(C)[C@H]1CC[C@H](CC1)OCC1NCCCC1C1=NN(C=N1)C1OCCCC1